3-ethoxy-4-((4-methyl-7-phenylhept-3-en-1-yl)oxy)benzaldehyde C(C)OC=1C=C(C=O)C=CC1OCCC=C(CCCC1=CC=CC=C1)C